C1CC12CCN(CC2)C=2C=C(C=CC2C=2N=CN(C2)C2=CC(=NC(=C2)C)N2CCC(CC2)(F)F)NS(=O)(=O)CCO N-(3-{6-azaspiro[2.5]oct-6-yl}-4-{1-[2-(4,4-difluoropiperidin-1-yl)-6-methylpyridin-4-yl]-1H-imidazol-4-yl}phenyl)-2-hydroxyethane-1-sulfonamide